O=S1(CCC(CC1)CN1N=CC(=C1)C=O)=O 1-((1,1-dioxidotetrahydro-2H-thiopyran-4-yl)methyl)-1H-pyrazole-4-carbaldehyde